C(C)(C)(C)OC(NC=1C=C(C=C(C1)C)C1=CC=C(C=C1)C1=CC=CC=C1)=O (5-methyl-[1,1':4',1''-terphenyl]-3-yl)carbamic acid tert-butyl ester